BrC=1N=CC=C2C1N(N=C2)C 7-bromo-1-methyl-pyrazolo[3,4-c]pyridine